COC[C@H]1N(C[C@@H](NC1)C)C(C)C=1C=C2N=CC=NC2=CC1 (2S,5S)-5-(methoxymethyl)-2-methyl-4-(1-(quinoxalin-6-yl)ethyl)piperazine